3,3-dimethyl-1H-indol-2(3H)-one-N-oxide CC1(C([NH+](C2=CC=CC=C12)[O-])=O)C